FC=1C=C(C#N)C=C(C1)[C@H]1N(OCC1)C(=O)[C@@H]1CC[C@H](CC1)CN1C=CC2=NC=C(C=C21)O trans-3-fluoro-5-[(3S)-2-[4-[(6-hydroxypyrrolo[3,2-b]pyridin-1-yl)methyl]cyclohexanecarbonyl]isoxazolidin-3-yl]benzonitrile